C[C@]1([C@@H](CC1)C(=C)C)CC(=O)O (1R,2S)-1-Methyl-2-(1-methylethenyl)-cyclobutaneacetic acid